C(CCCCCCCCCCC)S dodecan-1-thiol